O[C@H]1C[C@H](C1)NC(OC(C)(C)C)=O tert-butyl (cis-3-hydroxycyclobutyl)carbamate